tert-butyl 5-amino-4-(5-(4-(hydroxymethyl)-6-methoxypyridin-2-yl)-1-oxoisoindolin-2-yl)-5-oxopentanoate NC(C(CCC(=O)OC(C)(C)C)N1C(C2=CC=C(C=C2C1)C1=NC(=CC(=C1)CO)OC)=O)=O